ClC=1C=C2C(C(=CN(C2=CC1N1[C@H](CCC1)COC1=NC=CC=C1Cl)CC#N)C(=O)O)=O (R)-6-chloro-7-(2-(((3-chloropyridin-2-yl)oxy)methyl)pyrrolidin-1-yl)-1-(cyanomethyl)-4-oxo-1,4-dihydroquinoline-3-carboxylic acid